FC([C@@H]1C[C@H](N(C1)C(CNC(CCCOC1=CC=CC=C1)=O)=O)C(=O)O)F (2S,4R)-4-(difluoromethyl)-1-((4-phenoxybutanoyl)glycyl)pyrrolidine-2-carboxylic acid